5-(3-(((1r,4r)-4-(2-chloro-5-(trifluoromethyl)benzamido)cyclohexyl)methyl)-2-oxo-2,3-dihydro-1H-benzo[d]imidazol-1-yl)-N-methylpicolinamide ClC1=C(C(=O)NC2CCC(CC2)CN2C(N(C3=C2C=CC=C3)C=3C=CC(=NC3)C(=O)NC)=O)C=C(C=C1)C(F)(F)F